C[C@H]1CN2C(C=3N1C(=NC3)C(C)=O)=NN=C2C(F)(F)F (S)-1-(6-methyl-3-(trifluoromethyl)-5,6-dihydroimidazo[1,5-a][1,2,4]triazolo[3,4-c]pyrazin-8-yl)ethan-1-one